1-octadecanoyl-2-(5Z,8Z,11Z,14Z-eicosatetraenoyl)-sn-glycero-3-phospho-(1'-sn-glycerol) CCCCCCCCCCCCCCCCCC(=O)OC[C@H](COP(=O)(O)OC[C@H](CO)O)OC(=O)CCC/C=C\C/C=C\C/C=C\C/C=C\CCCCC